3,3-dimethyl-2-oxobutyric acid CC(C(C(=O)O)=O)(C)C